C(C)(C)(C)NC(=O)NC=1C=C2CCC(NC2=CC1)C1=CC=CC=C1 1-(tert-butyl)-3-(2-phenyl-1,2,3,4-tetrahydroquinolin-6-yl)urea